methyl 2-(5-cyano-1-methyl-3-phenyl-1H-pyrrol-2-yl)-2-oxoacetate C(#N)C1=CC(=C(N1C)C(C(=O)OC)=O)C1=CC=CC=C1